(S)-3-(8-((1r,4S)-4-(4-(4-(3-amino-6-(2-hydroxyphenyl)pyridazin-4-yl)-5-methyl-1H-pyrazol-1-yl)piperidin-1-yl)cyclohexyl)-2,3-dihydro-4H-benzo[b][1,4]oxazin-4-yl)piperidine-2,6-dione NC=1N=NC(=CC1C=1C=NN(C1C)C1CCN(CC1)C1CCC(CC1)C1=CC=CC2=C1OCCN2[C@@H]2C(NC(CC2)=O)=O)C2=C(C=CC=C2)O